2-(4-chloro-3,5-difluoro-phenyl)-4,4,5,5-tetramethyl-1,3,2-dioxaborolane ClC1=C(C=C(C=C1F)B1OC(C(O1)(C)C)(C)C)F